O[C@@H]1[C@@H](CCC1)C(=O)O (1R,2S)-2-hydroxycyclopentane-1-carboxylic acid